CC1(CCN(CC1)C=1OC2=C(C=C(C=C2C(C1CCO)=O)C)[C@@H](C)NC1=C(C(=O)O)C=CC=C1)C (R)-2-((1-(2-(4,4-dimethylpiperidin-1-yl)-3-(2-hydroxyethyl)-6-methyl-4-oxo-4H-chromen-8-yl)ethyl)amino)benzoic acid